3-propylsulphonic acid CCCS(=O)(=O)O